CC(=O)C1=CC=CC(=C1C(=O)C)C=O diacetylbenzaldehyde